(S)-tert-butyl (6-allyl-7-fluoro-2-oxo-1,2,3,4,5,6-hexahydrobenzo[b][1,4]diazocin-3-yl)carbamate C(C=C)N1C2=C(NC([C@H](CC1)NC(OC(C)(C)C)=O)=O)C=CC=C2F